BrC1=CC=C(C(=C1OC)NCC)N 5-Bromo-N1-ethyl-6-methoxybenzene-1,2-diamine